ClC=1C(=NC(=NC1)NC1=CC=CC=C1)NC=1C=C(C=CC1)C 5-chloro-N2-phenyl-N4-(m-tolyl)pyrimidine-2,4-diamine